(fluoro(2-(((3S,6S,9aS)-3-((2R,3S)-2-methyl-3-(pyridin-3-yl)azetidine-1-carbonyl)-5-oxooctahydro-1H-pyrrolo[1,2-a]azepin-6-yl)carbamoyl)benzo[b]thiophen-5-yl)methyl)phosphonic acid FC(C1=CC2=C(SC(=C2)C(N[C@H]2CCC[C@@H]3N(C2=O)[C@@H](CC3)C(=O)N3[C@@H]([C@H](C3)C=3C=NC=CC3)C)=O)C=C1)P(O)(O)=O